C(C1=CC=CC=C1)N(C(=O)NCC(=O)N1[C@@H](C[C@H](C1)F)C(=O)N[C@@H](C1=CC=CC=C1)C1=NC(=C(C=C1)C1CC1)F)C(F)(F)F (2S,4R)-1-(2-{[benzyl(trifluoromethyl)carbamoyl]amino}acetyl)-N-[(S)-(5-cyclopropyl-6-fluoropyridin-2-yl)(phenyl)methyl]-4-fluoropyrrolidine-2-carboxamide